N-ethyl-propylenediamine C(C)NCC(C)N